NC1=NC=C(C=N1)C=1N=CN2C1N(C(C1=CC(=CC(=C21)C(C)NC2=C(C(=O)N)C=C(C=C2)F)Cl)=O)C 2-((1-(3-(2-Aminopyrimidin-5-yl)-7-chloro-4-methyl-5-oxo-4,5-dihydroimidazo[1,5-a]quinazolin-9-yl)ethyl)amino)-5-fluorobenzamide